FC(C(=O)O)(F)F.C(=O)N Formamide (trifluoroacetate)